Cl.N[C@]1(CCC2=CC=CC=C12)CCC1C(NC(N(C1=O)C1CCOCC1)=O)=O 5-(2-((S)-1-amino-2,3-dihydro-1H-inden-1-yl)ethyl)-1-(tetrahydro-2H-pyran-4-yl)pyrimidine-2,4,6(1H,3H,5H)-trione hydrochloride